3-(benzyloxy)-5-(3-chlorophenyl)-4-methylpicolinic acid C(C1=CC=CC=C1)OC=1C(=NC=C(C1C)C1=CC(=CC=C1)Cl)C(=O)O